4,6-dimethylundecane CC(CCC)CC(CCCCC)C